2-bromo-6-(1-(2-chloro-5-fluorophenyl)vinyl)aniline BrC1=C(N)C(=CC=C1)C(=C)C1=C(C=CC(=C1)F)Cl